C(CCCCCCCCCCCCCCCCC)N(CCCCCCCCCCCCCCCCCC)CCC(F)(F)F N,N-dioctadecyl-3,3,3-trifluoropropylamine